P(OC(CO)OP([O-])=O)([O-])=O.[Na+].[Na+] sodium hydroxyethylidene bisphosphonate